C(C=C)(=O)N1[C@H](CN(CC1)C1=NC(=NC=2C[C@@H](CCC12)N1CCCC2=CC=C(C=C12)F)N1CC(C1)(COC(C)C)N(C)C)CC#N 2-((S)-1-Acryloyl-4-((R)-2-(3-(dimethylamino)-3-(isopropoxymethyl)azetidin-1-yl)-7-(7-fluoro-3,4-dihydroquinolin-1(2H)-yl)-5,6,7,8-tetrahydroquinazolin-4-yl)piperazin-2-yl)acetonitrile